N1,N1-dimethyl-N3-(4-phenyl-6-(piperidin-4-yl)pyrimidin-2-yl)benzene-1,3-diamine CN(C1=CC(=CC=C1)NC1=NC(=CC(=N1)C1=CC=CC=C1)C1CCNCC1)C